4-(2,6-di-tert-butyl-4-((2-((3,5-di-tert-butyl-4-hydroxyphenyl)thio)propan-2-yl)thio)-phenoxy)-4-oxobutanoic acid C(C)(C)(C)C1=C(OC(CCC(=O)O)=O)C(=CC(=C1)SC(C)(C)SC1=CC(=C(C(=C1)C(C)(C)C)O)C(C)(C)C)C(C)(C)C